4-methoxy-4-(trifluoromethyl)cyclohexane-1-one Ethyl-2-[2-[3-(dimethylamino)phenyl]-1-piperidyl]-2-oxo-acetate C(C)OC(C(=O)N1C(CCCC1)C1=CC(=CC=C1)N(C)C)=O.COC1(CCC(CC1)=O)C(F)(F)F